4,4'-di(9H-carbazole-9-yl)-1,1'-biphenyl C1=CC=CC=2C3=CC=CC=C3N(C12)C1=CC=C(C=C1)C1=CC=C(C=C1)N1C2=CC=CC=C2C=2C=CC=CC12